8-chloro-N-(5-(trifluoromethyl)pyridin-2-yl)quinolin-2-amine ClC=1C=CC=C2C=CC(=NC12)NC1=NC=C(C=C1)C(F)(F)F